(2S,4R)-1-(2-(3-acetyl-5-(pyridazin-4-yl)-1H-indol-1-yl)acetyl)-N-((1S,2S)-2-(benzyloxy)cyclopentyl)-4-fluoropyrrolidine-2-carboxamide C(C)(=O)C1=CN(C2=CC=C(C=C12)C1=CN=NC=C1)CC(=O)N1[C@@H](C[C@H](C1)F)C(=O)N[C@@H]1[C@H](CCC1)OCC1=CC=CC=C1